(5''-aminodispiro[cyclopropane-1,1'-cyclohexane-4',3''-indolin]-1''-yl)(3-((4,4-difluoropiperidin-1-yl)sulfonyl)phenyl)methanone NC=1C=C2C3(CN(C2=CC1)C(=O)C1=CC(=CC=C1)S(=O)(=O)N1CCC(CC1)(F)F)CCC1(CC3)CC1